NC1=NC=NC=2C3=C(CC(C12)(C)C)C(=C(C=C3)O)[N+](=O)[O-] 4-amino-5,5-dimethyl-7-nitro-6H-benzo[H]quinazolin-8-ol